C(\C=C/C=CCCCCCCCCC)(=O)[C@](O)(C[N+](C)(C)C)CC([O-])=O cis-2,4-tetradecadienoyl-L-carnitine